Br.N[C@@H](C(=O)N1CCN(CC1)CC1=C(C=CC=C1F)OCC)C1CCN(CC1)CCC1=C(C=CC(=C1)Cl)C=1CCNCC1 (R)-2-amino-2-(1-(5-chloro-2-(1,2,3,6-tetrahydropyridin-4-yl)phenethyl)piperidin-4-yl)-1-(4-(2-ethoxy-6-fluorobenzyl)piperazin-1-yl)ethan-1-one hydrobromide